O(CCOCC1OC1)CCOCC1OC1 2'-[oxybis(2,1-ethyleneoxymethylene)]bisoxirane